NC1=NC=CC=C1C1=NC=2C(=NC(=C(C2)C)C2=CC=CC=C2)N1C1=CC=C(C=C1)C1CN(C1)CC1CCC(CC1)C(=O)O 4-[[3-[4-[2-(2-amino-3-pyridyl)-6-methyl-5-phenyl-imidazo[4,5-b]pyridin-3-yl]phenyl]azetidin-1-yl]methyl]cyclohexanecarboxylic acid